C[C@@H]1N(CCN(C1)C)[C@@H](C(=O)NC=1C=CC=C2C(=CNC12)C1=NC(=NC=C1)NC=1C(=NN(C1)C)OC)C (2R)-2-[(2S)-2,4-dimethylpiperazin-1-yl]-N-(3-{2-[(3-methoxy-1-methyl-1H-pyrazol-4-yl)amino]pyrimidin-4-yl}-1H-indol-7-yl)propionamide